ClC1=CC=C(N=N1)N[C@@H]1CC[C@H]2CN(C[C@H]21)C(=O)C2=CC=1C=NC=CC1S2 [(3aS,4R,6aR)-4-[(6-chloro-3-pyridazinyl)amino]hexahydrocyclopenta[c]pyrrol-2(1H)-yl](thieno[3,2-c]pyridin-2-yl)methanone